methyl 7-([1,1'-biphenyl]-3-yloxy)-2-((tert-butoxycarbonyl) amino)-1,2,3,4-tetrahydronaphthalene-2-carboxylate C1(=CC(=CC=C1)OC1=CC=C2CCC(CC2=C1)(C(=O)OC)NC(=O)OC(C)(C)C)C1=CC=CC=C1